2-chloro-N-(3-chloro-4-methoxyphenyl)pyrimidin-4-amine ClC1=NC=CC(=N1)NC1=CC(=C(C=C1)OC)Cl